((2R,3S,4R,5R)-5-(4-aminopyrrolo[2,1-f][1,2,4]triazin-7-yl)-5-cyano-3,4-dihydroxytetrahydrofuran-2-yl)methyl (1,3,3-trimethylbicyclo[2.2.1]heptan-2-yl) carbonate C(OC[C@H]1O[C@@]([C@@H]([C@@H]1O)O)(C#N)C1=CC=C2C(=NC=NN21)N)(OC2C1(CCC(C2(C)C)C1)C)=O